COC=1C=C(C=C(C1)OC)N1C(N(C(C(C1=O)C)=O)C)=O 1-(3,5-dimethoxyphenyl)-3,5-dimethyl-2,4,6(1H,3H,5H)-pyrimidinetrione